(R)-2-(4-(benzo[d]thiazol-7-yl)phenyl)-2-(3-(2-ethynyl-thiazol-4-yl)ureido)-ethane-1-sulfonamide S1C=NC2=C1C(=CC=C2)C2=CC=C(C=C2)[C@H](CS(=O)(=O)N)NC(=O)NC=2N=C(SC2)C#C